1-(5-(5-Fluorobenzofuran-2-yl)pyrimidin-2-yl)piperidin-4-ol FC=1C=CC2=C(C=C(O2)C=2C=NC(=NC2)N2CCC(CC2)O)C1